4,4-bis(4-(benzylamino)phenyl)-N-(2-(ethylthio)phenyl)butanamide C(C1=CC=CC=C1)NC1=CC=C(C=C1)C(CCC(=O)NC1=C(C=CC=C1)SCC)C1=CC=C(C=C1)NCC1=CC=CC=C1